FC1=NC=C(C=C1[C@@H](C)OC(=O)NC1=C(N=NN1C)C=1N=CC(=NC1)NC(OC(C)(C)C)=O)F tert-butyl (R)-(5-(5-(((1-(2,5-difluoropyridin-3-yl)ethoxy)carbonyl)amino)-1-methyl-1H-1,2,3-triazol-4-yl)pyrazin-2-yl)carbamate